nonadecyl dodecanoate C(CCCCCCCCCCC)(=O)OCCCCCCCCCCCCCCCCCCC